tert-butyl {4-[3-(2,4-dioxo-1,3-diazinan-1-yl)-1-methylindazol-6-yl]-3,6-dihydro-2H-pyridin-1-yl}formate O=C1N(CCC(N1)=O)C1=NN(C2=CC(=CC=C12)C=1CCN(CC1)C(=O)OC(C)(C)C)C